[Ta].C1=CC=CC1.C1=CC=CC1 dicyclopentadiene tantalum